N-[1-(dicyclopropylmethyl)-2-[[5-[3,5-dimethyl-1-(2-trimethylsilylethoxymethyl)pyrazol-4-yl]-3-fluoro-2-pyridyl]amino]-2-oxo-ethyl]-2-ethyl-pyrazole-3-carboxamide C1(CC1)C(C(C(=O)NC1=NC=C(C=C1F)C=1C(=NN(C1C)COCC[Si](C)(C)C)C)NC(=O)C=1N(N=CC1)CC)C1CC1